C1(CC1)OC1CN(C1)C1=CC(N(N=C1)CC=1C(=NOC1C)C1=NC=C(C=N1)C(F)(F)F)=O 5-(3-cyclopropoxyazetidin-1-yl)-2-((5-methyl-3-(5-(trifluoromethyl)pyrimidin-2-yl)isoxazol-4-yl)methyl)pyridazin-3(2H)-one